C(C1=CC=CC=C1)N1CC=2C(N(C=3N(C2CC1)C=CN3)CC3=C(C=CC=C3)C)=O 7-benzyl-4-(2-methylbenzyl)-6,7,8,9-tetrahydroimidazo[1,2-a]pyrido[3,4-e]pyrimidine-5(4H)-one